(R)-N-(5-fluoro-8-methylisoquinolin-1-yl)-4-(3-methylisoxazol-5-yl)-N-(piperidin-3-yl)piperidine-1-carboxamide FC1=C2C=CN=C(C2=C(C=C1)C)N(C(=O)N1CCC(CC1)C1=CC(=NO1)C)[C@H]1CNCCC1